CN(S(=O)(=O)C=1C=C(C=C2C=NNC12)C)CC1=CC=C2C=CC=NC2=C1 N,5-dimethyl-N-(quinolin-7-ylmethyl)-1H-indazole-7-sulfonamide